N1=CC=C(C=C1)NC(=O)C=1C(=NC=C(C1)C(F)(F)F)OC1=CC=C(C=C1)OC(F)(F)F N-(4-pyridyl)-2-[4-(trifluoromethoxy)-phenoxy]-5-(tri-fluoromethyl)pyridine-3-carboxamide